[Br-].C(C)[N+](CCCC)(CC)CC triethyln-butylammonium bromide